S1C=NC2=C1C=CC(=C2)NC2=CC=NC1=CC(=CC=C21)C2=CC=C(C(=O)N1CCN(CC1)C=O)C=C2 4-(4-(4-(benzo[d]thiazol-5-ylamino)quinolin-7-yl)benzoyl)piperazine-1-carbaldehyde